7-((4-(2-chloro-6-(methylcarbamoyl)pyridin-3-yl)piperazin-1-yl)methyl)-9-fluoropyrrolo[1,2-a]quinoxalin-4(5H)-one ClC1=NC(=CC=C1N1CCN(CC1)CC=1C=C2NC(C=3N(C2=C(C1)F)C=CC3)=O)C(NC)=O